2-bromo-5-((triisopropylsilyl)oxy)benzaldehyde BrC1=C(C=O)C=C(C=C1)O[Si](C(C)C)(C(C)C)C(C)C